FC(OC1=C(C=CC(=C1)C(F)(F)F)C=1C=2N(C(=NN1)N[C@@H]1C[C@H](CN(C1)C)O)C=CC2)F (3r,5r)-5-[[1-[2-(difluoromethoxy)-4-(trifluoromethyl)phenyl]pyrrolo[1,2-d][1,2,4]triazin-4-yl]amino]-1-methyl-piperidin-3-ol